methyl-propyl-amine CNCCC